(3-(4-chloro-3-cyclopropyl-1H-pyrrolo[2,3-b]pyridin-5-yl)phenyl)-2-oxo-1,3,7-triazaspiro[4.4]nonane-7-carboxylic acid tert-butyl ester C(C)(C)(C)OC(=O)N1CC2(CNC(N2C2=CC(=CC=C2)C=2C(=C3C(=NC2)NC=C3C3CC3)Cl)=O)CC1